1-(4-(difluoromethoxy)phenyl)-7-ethoxy-3-(2-(2-(3-hydroxyazetidin-1-yl)ethyl)-1-methyl-1H-benzo[d]imidazol-6-yl)-1,8-naphthyridin-2(1H)-one FC(OC1=CC=C(C=C1)N1C(C(=CC2=CC=C(N=C12)OCC)C=1C=CC2=C(N(C(=N2)CCN2CC(C2)O)C)C1)=O)F